C(C)(=O)SC1CCC(CC1)(C)O S-((cis)-4-hydroxy-4-methylcyclohexyl) thioacetate